N1-(5-(3-chlorophenyl)-7H-pyrrolo[2,3-d]pyrimidin-4-yl)-N3,2-dimethylpropane-1,3-diamine ClC=1C=C(C=CC1)C1=CNC=2N=CN=C(C21)NCC(CNC)C